CC=1C=C(C=CC1CN1CC=2N(CC1)N=CN2)NC=2C1=C(N=CN2)C=CC(=N1)N1CCN(CC1)C(C=C)=O 1-(4-{4-[(3-methyl-4-{5H,6H,8H-[1,2,4]triazolo[1,5-a]pyrazin-7-ylmethyl}phenyl)amino]pyrido[3,2-d]pyrimidin-6-yl}piperazin-1-yl)prop-2-en-1-one